2-chloro-4-(cyclopropylamino)-N-(2-methoxy-6-METHYLPHENYL)pyrimidine-5-carboxamide ClC1=NC=C(C(=N1)NC1CC1)C(=O)NC1=C(C=CC=C1C)OC